FC1=CC=C(OC2=CC=C(C=C2)NC2=NC=NC3=CC=C4C(=C23)OCCN4CC=C)C=C1 1-(10-((4-(4-fluorophenoxy)phenyl)amino)-2,3-dihydro-4H-[1,4]oxazino[2,3-f]quinazolin-4-yl)prop-2-en